5-bromoindolyl β-D-galactopyranoside O([C@H]1[C@H](O)[C@@H](O)[C@@H](O)[C@H](O1)CO)C=1NC2=CC=C(C=C2C1)Br